Cl.NCC(=O)NCC(F)(F)F 2-amino-N-(2,2,2-trifluoroethyl)acetamide-HCl